methylene bis(chlorosulfonate) ClS(=O)(=O)OCOS(=O)(=O)Cl